tert-butyl (6R)-6-(aminomethyl)-5-azaspiro[2.4]heptane-5-carboxylate NC[C@@H]1N(CC2(CC2)C1)C(=O)OC(C)(C)C